2-[6-methoxy-2-methyl-4-(trifluoromethyl)phenyl]-4,4,5,5-tetramethyl-1,3,2-dioxaborolane COC1=CC(=CC(=C1B1OC(C(O1)(C)C)(C)C)C)C(F)(F)F